tert-butyl ((5-((6-(2,6-dichlorophenyl)-8-methyl-7-oxo-7,8-dihydropyrido[2,3-d]pyrimidin-2-yl)amino)-2-((1-ethyl-1H-pyrazol-3-yl)oxy)pyridin-3-yl)methyl)carbamate ClC1=C(C(=CC=C1)Cl)C1=CC2=C(N=C(N=C2)NC=2C=C(C(=NC2)OC2=NN(C=C2)CC)CNC(OC(C)(C)C)=O)N(C1=O)C